4-(2-ethoxyvinyl)pyridazine-3-carboxylic acid methyl ester COC(=O)C=1N=NC=CC1C=COCC